2-(hydroxymethyl)-2-methylpropan-1,3-diylbis(3,3-dimethylheptanoate) OCC(CC(C(=O)[O-])C(CCCC)(C)C)(CC(C(=O)[O-])C(CCCC)(C)C)C